N[C@@H](C(=O)O)CC1=CC=NC=C1 (R)-2-amino-3-(pyridin-4-yl)propanoic acid